ethyl 4-(3-bromoimidazo[1,2-a]pyrazin-6-yl)benzoate BrC1=CN=C2N1C=C(N=C2)C2=CC=C(C(=O)OCC)C=C2